(2S,3R)-2-benzoyl-3-(p-nitrophenyl)spiro[cyclopropane-1,2'-indene]-1',3'-dione C(C1=CC=CC=C1)(=O)[C@H]1[C@@H](C12C(C1=CC=CC=C1C2=O)=O)C2=CC=C(C=C2)[N+](=O)[O-]